FC1=CC=C(C=C1)C1CC(C(C1)N1CC(CCC1)N)OC=1N=NC=CC1 [4-(4-fluorophenyl)-2-pyridazin-3-yloxy-cyclopentyl]piperidin-3-amine